NC=1N=C(C2=C(N1)\C(\NC2=O)=C/C2=C(C=CC=C2)C(F)(F)F)C=2OC(=CC2)C (E)-2-amino-4-(5-methylfuran-2-yl)-7-(2-(trifluoromethyl)phenylmethylene)-6,7-dihydro-5H-pyrrolo[3,4-d]pyrimidin-5-one